ClC1=C(C=CC=C1)C(=O)N1C[C@@H]2CC[C@H](C1)N2C=2C=C(C=C1C=NN(C21)CCOC)S(=O)(=O)CC(C)(C)C (2-chlorophenyl)-[(1S,5R)-8-[5-(2,2-dimethylpropylsulfonyl)-1-(2-methoxyethyl)indazol-7-yl]-3,8-diazabicyclo[3.2.1]octan-3-yl]methanone